2,4,6-trimethylacetophenone CC1=CC(=C(C(=C1)C)C(=O)C)C